FC1=CC=C(C=N1)[C@@H](C1CCN(CC1)C(=O)C=1C=CC2=C(NC(CO2)=O)C1)C1=CC=CC=C1 |o1:7| 6-[4-[(S or R)-(6-fluoro-3-pyridyl)-phenyl-methyl]piperidine-1-carbonyl]-4H-1,4-benzoxazin-3-one